Tert-butyl 6-(3-(4-(3-hydroxy-3-methylazetidin-1-yl)-2,2-dimethylpiperidin-1-yl)-5-methyl-1H-pyrazol-1-yl)-2-azaspiro[3.3]heptane-2-carboxylate OC1(CN(C1)C1CC(N(CC1)C1=NN(C(=C1)C)C1CC2(CN(C2)C(=O)OC(C)(C)C)C1)(C)C)C